N-[2-(1-cyclopropyl-5-methyl-2-oxo-1,2-dihydropyridin-3-yl)-3-{[(CIS)-4-(3-fluorophenyl)cyclohexyl]oxy}propyl]methanesulfonamide C1(CC1)N1C(C(=CC(=C1)C)C(CNS(=O)(=O)C)CO[C@@H]1CC[C@@H](CC1)C1=CC(=CC=C1)F)=O